((6-((4-tert-Butyldiphenylsilyloxybutyl)amino)undecane-1,11-diyl)bis(sulfane-diyl))bis(octane-1,2-diyl)-bis(adamantane-1-carboxylate) [Si](C1=CC=CC=C1)(C1=CC=CC=C1)(C(C)(C)C)OCCCCNC(CCCCCSCC(CCCCCC)C1C2(CC3CC(CC1C3)C2)C(=O)[O-])CCCCCSCC(CCCCCC)C2C3(CC1CC(CC2C1)C3)C(=O)[O-]